C(#N)C1=C(C=C(C=C1)NC([C@@](COC1=CC=C(C=C1)C#N)(C)OC(C1=CN=CC=C1)=O)=O)C(F)(F)F.COC1=C(C(=O)C2=CC=NC=C2)C=CC=C1 4-(2-methoxybenzoyl)pyridine (S)-1-((4-cyano-3-(trifluoromethyl)phenyl)amino)-3-(4-cyanophenoxy)-2-methyl-1-oxopropan-2-ylnicotinate